2-Bromo-1-chloro-3-fluorobenzene BrC1=C(C=CC=C1F)Cl